N-(6-bromo-3-hydroxy-pyrazin-2-yl)-1,3-dihydropyrrolo[3,4-c]pyridine-2-carboxamide BrC1=CN=C(C(=N1)NC(=O)N1CC=2C=NC=CC2C1)O